NC1=CC=CC=C1 mono-aminobenzene